CN1C(C(=CC(=C1)C1=CC(=C(C=C1)[N+](=O)[O-])NCCC(F)(F)F)C)=O 1,3-dimethyl-5-[4-nitro-3-(3,3,3-trifluoropropylamino)phenyl]-pyridin-2-one